2-propenoic acid-2,4-dihydroxypentyl ester OC(COC(C=C)=O)CC(C)O